ClC1=CC=C(C=C1)C1=CC(=NC(=N1)C=1C=NC=CC1)N1CC(CC1)O (6-(4-chlorophenyl)-2-(pyridin-3-yl)pyrimidin-4-yl)pyrrolidin-3-ol